CC=1C=C(C=CC1Cl)NC1=NC=C(C(=N1)NC1=CC=C2CCNCC2=C1)C=1C=NN(C1)C N2-(3-methyl-4-chlorophenyl)-5-(1-methyl-1H-pyrazol-4-yl)-N4-(1,2,3,4-tetrahydroisoquinolin-7-yl)pyrimidine-2,4-diamine